C(C)(C)[C@H]1C(NC=2C(=NC(=NC2N1C)N[C@H]1C[C@H](C1)NC1=C(C#N)C=CC=N1)C)=O ((cis-3-(((S)-7-isopropyl-4,8-dimethyl-6-oxo-5,6,7,8-tetrahydropteridin-2-yl)amino)cyclobutyl)amino)nicotinonitrile